FC1=CC(=C(C=C1)N1CN(C(C2=CC=C(C=C12)C#N)=O)C=1C=NC(=CC1)OC)OC 1-(4-fluoro-2-methoxyphenyl)-3-(6-methoxypyridin-3-yl)-4-oxo-1,2,3,4-tetra-hydroquinazoline-7-carbonitrile